N1=C(C=CC=C1)C=1C=NN2C1N=CC(=C2)CN2CCC1(COC1)CC2 7-((3-(Pyridin-2-yl)pyrazolo[1,5-a]pyrimidin-6-yl)methyl)-2-oxa-7-azaspiro[3.5]nonane